3-[4-[8-chloro-7-[(2-methyl-3H-benzimidazol-5-yl)oxy]quinoxalin-2-yl]pyrazol-1-yl]-1-methyl-cyclobutanol ClC=1C(=CC=C2N=CC(=NC12)C=1C=NN(C1)C1CC(C1)(O)C)OC1=CC2=C(N=C(N2)C)C=C1